OC1=C(C(=O)N2CC3=C(C=CC=C3CC2)N[C@H]2CC(N(C2)C)=O)C(=CC(=C1)O)OCC1=NC=CC=C1 (S)-4-((2-(2,4-Dihydroxy-6-(pyridin-2-ylmethoxy)benzoyl)-1,2,3,4-tetrahydro-isoquinolin-8-yl)amino)-1-methylpyrrolidin-2-one